NC1=NC2=C(C=3N1N=C(N3)C=3OC=CC3)SC(N2CCN2CCN(CC2)C2=CC=C(C(=O)N)C=C2)=O 4-(4-(2-(5-amino-8-(furan-2-yl)-2-oxothiazolo[5,4-e][1,2,4]triazolo[1,5-c]pyrimidin-3(2H)-yl)ethyl)piperazin-1-yl)benzamide